3,4-dihydro-7-methoxy-2H-1-benzopyran-2-one COC1=CC2=C(CCC(O2)=O)C=C1